(R)-4-(3-(3-(ethoxycarbonyl)piperidin-1-yl)-3-oxopropyl)piperidine-1-carboxylic acid tert-butyl ester C(C)(C)(C)OC(=O)N1CCC(CC1)CCC(=O)N1C[C@@H](CCC1)C(=O)OCC